C(CCC)N(C1CCN(CC1)CC1=CC=C(OC2=CC=C(C=C2)NS(=O)(=O)C)C=C1)C(=O)NC1CC(CCC1)O N-[4-(4-{[4-(butyl{[(3-hydroxycyclohexyl)amino]carbonyl}amino)piperidin-1-yl]methyl}phenoxy)phenyl]methanesulfonamide